(9S,10S)-9,10-dimethoxy-2,2,17,17-tetramethyloctadecanedioic acid CO[C@@H](CCCCCCC(C(=O)O)(C)C)[C@H](CCCCCCC(C(=O)O)(C)C)OC